1-(4-methoxybenzyl)-3-(2-(3-(methylsulfonyl)benzoyl)-2-azaspiro[3.3]hept-6-yl)urea COC1=CC=C(CNC(=O)NC2CC3(CN(C3)C(C3=CC(=CC=C3)S(=O)(=O)C)=O)C2)C=C1